[Br-].[Na+].[Na+].[Br-] disodium bromide